ClC=1C=NC(=NC1)C1CN(C1)[C@@H]1[C@@H](CCCC1)OC=1C=C2CN(C(C2=CC1)=O)C12C(NC(C(C1)C2)=O)=O (5-(((cis)-2-(3-(5-chloropyrimidin-2-yl)azetidin-1-yl)cyclohexyl)oxy)-1-oxoisoindolin-2-yl)-3-azabicyclo[3.1.1]heptane-2,4-dione